ClC=1C=C(OCCCC2=CC(=NO2)C(=O)NO)C=CC1Cl 5-(3-(3,4-dichlorophenoxy)propyl)-N-hydroxyisoxazole-3-carboxamide